5-hydroxy-N-(isoxazol-4-yl)-1-methyl-6-oxo-2-(1-phenyl-1-(2-(trifluoromethyl)phenyl)propan-2-yl)-1,6-dihydropyrimidine-4-carboxamide OC1=C(N=C(N(C1=O)C)C(C(C1=C(C=CC=C1)C(F)(F)F)C1=CC=CC=C1)C)C(=O)NC=1C=NOC1